ClC1=NC=C(C(=C1)C1=CC=CC=C1)Cl 2,5-dichloro-4-phenylpyridine